3-amino-1-(4-((8-aminoimidazo[1,2-a]pyrazin-3-yl)methyl)-6-(2,4,5-trifluorophenyl)pyridin-3-yl)-N-methylpiperidine-3-carboxamide NC1(CN(CCC1)C=1C=NC(=CC1CC1=CN=C2N1C=CN=C2N)C2=C(C=C(C(=C2)F)F)F)C(=O)NC